C12C(C3CC(CC(C1)C3)C2)NC(=O)NS(=O)(=O)C=2C=NN3C2OCCC3 N-(((1R,3S,5r)-adamantan-2-yl)carbamoyl)-6,7-dihydro-5H-pyrazolo[5,1-b][1,3]oxazine-3-sulfonamide